FC1(CC(C1)C=1C=CC(=NC1F)C(NC(=O)C1N(CC(C1)F)C(CN1C(OC(=N1)C)=O)=O)C1=CC=CC=C1)F N-{[5-(3,3-difluorocyclobutyl)-6-fluoropyridin-2-yl](phenyl)methyl}-4-fluoro-1-[2-(5-methyl-2-oxo-2,3-dihydro-1,3,4-oxadiazol-3-yl)acetyl]pyrrolidine-2-carboxamide